cyclopentadienyliron (1+) hexafluoroantimonate F[Sb-](F)(F)(F)(F)F.C1(C=CC=C1)[Fe+]